C1(CC1)C1=C(C(=NO1)C1=C(C=CC=C1Cl)Cl)COC1=CC=C2C(=N1)C(CC1=C(O2)C=C(C=C1)C(=O)O)C(F)(F)F 2-((5-cyclopropyl-3-(2,6-dichlorophenyl)isoxazol-4-yl)methoxy)-11-(trifluoromethyl)-10,11-dihydrobenzo[6,7]oxepino[3,2-b]pyridine-7-carboxylic acid